1-(3-(2'-Amino-7'-oxo-5'H-spiro[cyclopropane-1,8'-pyrido[4,3-d]pyrimidine]-6'(7'H)-yl)-4-methylphenyl)-3-benzyl-urea NC=1N=CC2=C(N1)C1(C(N(C2)C=2C=C(C=CC2C)NC(=O)NCC2=CC=CC=C2)=O)CC1